(4-(N,N-dimethyl-sulphonylamino)phenyl)boronic acid CS(=O)(=O)N(S(=O)(=O)C)C1=CC=C(C=C1)B(O)O